OCC=1C=C(C=C(C(=O)OC(CC)CCC)C1)C(=O)OC(CC)CCC Dihexan-3-yl 5-(hydroxymethyl)isophthalate